C(CCCCCCCCCCC)SC(CC(=O)C1C(C=CCC1(C)C)C)C 3-(dodecylthio)-1-(2,6,6-trimethylcyclohex-3-en-1-yl)-1-butanone